Methyl (S)-4-(4-((1-(7-amino-2-(furan-2-yl)-[1,2,4]triazolo[1,5-a][1,3,5]triazin-5-yl)piperidin-3-yl)methyl)piperazin-1-yl)picolinate NC1=NC(=NC=2N1N=C(N2)C=2OC=CC2)N2C[C@@H](CCC2)CN2CCN(CC2)C2=CC(=NC=C2)C(=O)OC